(R)-1-(3-(4-(3,4-dichloro-2-fluorophenoxy)quinazolin-6-yl)pyrrolidin-1-yl)prop-2-en-1-one ClC=1C(=C(OC2=NC=NC3=CC=C(C=C23)[C@@H]2CN(CC2)C(C=C)=O)C=CC1Cl)F